BrC=1C(=C(C(=C(C(=O)N)C1)Cl)C)CCO bromo-2-chloro-(2-hydroxyethyl)-methylbenzamide